CC1=CN=C(O1)CC(=O)OC Methyl (5-methyl-1,3-oxazol-2-yl)acetate